O=C1NC(CCC1N1C(C2=CC=CC(=C2C1=O)NCCNC(=O)CC1=CC=C(C=C1)N1CCN(CC1)CC(=O)O)=O)=O {4-[4-({[2-({2-[2,6-dioxopiperidin-3-yl]-1,3-dioxoisoindol-4-yl}amino)ethyl]carbamoyl}methyl)phenyl]piperazin-1-yl}acetic acid